6-{3-[(3-{[(1R,2S)-2-fluorocyclopropyl]carbamoyl}-8-(methylamino)imidazo[1,2-b]pyridazin-6-yl)amino]-2-methoxyphenyl}pyridine-3-carboxylic Acid F[C@@H]1[C@@H](C1)NC(=O)C1=CN=C2N1N=C(C=C2NC)NC=2C(=C(C=CC2)C2=CC=C(C=N2)C(=O)O)OC